(9H-fluoren-9-yl)methyl (2-(2-(4-(((3S,4S)-3-fluoro-1-methylpiperidin-4-yl)amino)-1-(2,2,2-trifluoroethyl)-1H-indole-2-carbonyl)hydrazineyl)-2-oxoethyl)carbamate F[C@H]1CN(CC[C@@H]1NC1=C2C=C(N(C2=CC=C1)CC(F)(F)F)C(=O)NNC(CNC(OCC1C2=CC=CC=C2C=2C=CC=CC12)=O)=O)C